1-(6-methoxy-2-(2-(methoxymethyl)-7-methylquinoxalin-5-yl)benzo[d]thiazol-4-yl)-2,2-dimethylpropan-1-ol COC1=CC2=C(N=C(S2)C2=C3N=CC(=NC3=CC(=C2)C)COC)C(=C1)C(C(C)(C)C)O